(1H-indol-3-yl)-6-(thiophen-2-yl)-3,4-dihydroisoquinoline-2(1H)-carboxamide N1C=C(C2=CC=CC=C12)C1N(CCC2=CC(=CC=C12)C=1SC=CC1)C(=O)N